C(CCC)OC(=O)C1=C(C(=O)O[Ti](OCCCC)(OCCCC)OCCCC)C=CC=C1 (butoxycarbonylbenzoyloxy)tributoxytitanium